C(OC1=C(C(=C(C=C1Br)C(=O)N1CCCC2=CC=NC=C12)C(C)(C)C)Br)([O-])=O t-butyl-(2,6-dibromo-4-(1,2,3,4-tetrahydro-1,7-naphthyridine-1-carbonyl) phenyl) carbonate